(S)-7-(3-chloro-2-(3,5-difluorobenzyl)-7-oxo-2,4,5,7-tetrahydro-6H-pyrazolo[3,4-c]pyridin-6-yl)-2-cyclopropyl-9-methyl-6,7-dihydro-oxazolo[5',4':4,5]benzo[1,2-b][1,4]oxazepin-8(9H)-one ClC=1N(N=C2C(N(CCC21)[C@@H]2C(N(C1=C(OC2)C=C2C(=C1)OC(=N2)C2CC2)C)=O)=O)CC2=CC(=CC(=C2)F)F